2-[6-(ethoxycarbonyl)-1-(2-hydroxy-2-phenylethyl)-5-methyl-2,4-dioxo-1H,2H,3H,4H-thieno[2,3-d]pyrimidin-3-yl]acetic acid C(C)OC(=O)C1=C(C2=C(N(C(N(C2=O)CC(=O)O)=O)CC(C2=CC=CC=C2)O)S1)C